1-(4-chloro-5-fluoropyrimidin-2-yl)-3-(3,4-dichlorophenyl)urea ClC1=NC(=NC=C1F)NC(=O)NC1=CC(=C(C=C1)Cl)Cl